3-(4-phenoxyphenyl)-1-(4'-(trifluoromethyl)-[1,4'-bipiperidin]-4-yl)-1H-pyrazolo[3,4-d]pyrimidin-4-amine O(C1=CC=CC=C1)C1=CC=C(C=C1)C1=NN(C2=NC=NC(=C21)N)C2CCN(CC2)C2(CCNCC2)C(F)(F)F